7-((3,5-difluoro-4-((6-methylpyridin-3-yl)oxy)benzyl)oxy)-2-methyl-11,11a-dihydro-1H-pyrazino[1',2':3,4]imidazo[1,2-c]pyrimidine-3,9(2H,4H)-dione, trifluoroacetic acid salt FC(C(=O)O)(F)F.FC=1C=C(COC=2C=C3N(C(N2)=O)CC2N3CC(N(C2)C)=O)C=C(C1OC=1C=NC(=CC1)C)F